6-((2R,4R)-2-Isopropyl-1-(6-(trifluoromethyl)pyridin-3-yl)piperidin-4-yl)-2-thia-6-azaspiro[3.4]octane 2,2-dioxide C(C)(C)[C@@H]1N(CC[C@H](C1)N1CC2(CS(C2)(=O)=O)CC1)C=1C=NC(=CC1)C(F)(F)F